((3S,4S)-3-Amino-4-methoxypyrrolidin-1-yl)(5-chloro-6,7-difluoro-1H-indol-2-yl)methanone N[C@H]1CN(C[C@@H]1OC)C(=O)C=1NC2=C(C(=C(C=C2C1)Cl)F)F